methyl 3-methyl-5-(6-methyl-5-nitropyridin-2-yl)isoxazole-4-carboxylate CC1=NOC(=C1C(=O)OC)C1=NC(=C(C=C1)[N+](=O)[O-])C